COC1=C(C=CC=C1)CS(=O)(=O)NC1=CC=C(C=C1)NC(=O)NCC1=CC=NC=C1 C-(2-Methoxy-phenyl)-N-[4-(3-pyridin-4-ylmethyl-ureido)-phenyl]-methanesulfonamide